BrC1=CC=C(C=C1)C1=NOC(=N1)C=1C=C2C(=NC1)OC(CC2)C 6-(3-(4-bromophenyl)-1,2,4-oxadiazol-5-yl)-2-methyl-3,4-dihydro-2H-pyrano[2,3-b]pyridine